4-(3-bromo-2-fluoro-5-(oxetan-3-yloxy)phenyl)-1,3,5-trimethyl-1H-pyrazole BrC=1C(=C(C=C(C1)OC1COC1)C=1C(=NN(C1C)C)C)F